BrC=1C=C2C=CC(=CC2=CC1)N1N=C(C=C1C=1OC=CC1)C(F)(F)F 1-(6-bromonaphthalen-2-yl)-5-(furan-2-yl)-3-(trifluoromethyl)-1H-pyrazole